7-fluoro-2-[(4S)-4-[[6-oxo-5-(trifluoromethyl)-1H-pyridazin-4-yl]amino]pentyl]-6-[5-(trifluoromethoxy)-2-pyridinyl]isoquinolin-1-one FC1=C(C=C2C=CN(C(C2=C1)=O)CCC[C@H](C)NC=1C=NNC(C1C(F)(F)F)=O)C1=NC=C(C=C1)OC(F)(F)F